(7S)-2-(((1-(cyclobutylmethyl)-1H-pyrazol-4-yl)methyl)amino)-4,7,8-trimethyl-7,8-dihydropteridin-6(5H)-one C1(CCC1)CN1N=CC(=C1)CNC1=NC=2N([C@H](C(NC2C(=N1)C)=O)C)C